3-hydroxy-3-methyl-N-[(3R,5S)-5-methyl-1-(8-methyl-quinolin-5-yl)-piperidin-3-yl]-butyramide OC(CC(=O)N[C@H]1CN(C[C@H](C1)C)C1=C2C=CC=NC2=C(C=C1)C)(C)C